Heptadecan-9-yl 8-((6-(heptyloxy)-6-oxohexyl)(3-hydroxypropyl)amino)-octanoate C(CCCCCC)OC(CCCCCN(CCCCCCCC(=O)OC(CCCCCCCC)CCCCCCCC)CCCO)=O